FC=1C=C2C=C(NC2=CC1CCC1=NOC=C1)CNC(=O)N1CCCC1 N-((5-fluoro-6-(2-(isoxazol-3-yl)ethyl)-1H-indol-2-yl)methyl)pyrrolidine-1-carboxamide